C(C)(=O)O[C@H]1COC2=C1C=C(C=C2S(NC2=C(C(=C(C=C2)F)C=2C=C1C=NC(=NC1=C(C2)F)NC2CCN(CC2)CC)F)(=O)=O)Cl (3R)-5-chloro-7-[(3-{2-[(1-ethylpiperidin-4-yl) amino]-8-fluoroquinazolin-6-yl}-2,4-difluorophenyl) sulfamoyl]-2,3-dihydro-1-benzofuran-3-yl acetate